ClC1=CC=C(S1)CNC1=CC(=NN1)C1CC2CCC(C1)N2C(=O)N2CCOCC2 N-[(5-chlorothiophen-2-yl)methyl]-3-[8-(morpholine-4-carbonyl)-8-azabicyclo[3.2.1]octan-3-yl]-1H-pyrazol-5-amine